amino-2-(1,3-dimethyl-1H-pyrazol-5-yl)benzenesulfonamide NC=1C(=C(C=CC1)S(=O)(=O)N)C1=CC(=NN1C)C